FC(CN1C=NC2=C1C=C(C=C2F)C=2C=CN1N=C(N=C(C12)OC)N[C@H]1C(CN(CC1)C(C)=O)(F)F)F (R)-1-(4-((5-(1-(2,2-difluoroethyl)-4-fluoro-1H-benzo[d]imidazol-6-yl)-4-methoxypyrrolo[2,1-f][1,2,4]triazin-2-yl)amino)-3,3-difluoropiperidin-1-yl)ethan-1-one